(2R,3R,4R,5S,6S)-2-(4-((2,5-dioxopyrrolidin-1-yl)oxy)-4-oxobutoxy)-6-methyltetrahydro-2H-pyran-3,4,5-triyltriacetate O=C1N(C(CC1)=O)OC(CCCO[C@@H]1O[C@H]([C@H]([C@H]([C@H]1CC(=O)[O-])CC(=O)[O-])CC(=O)[O-])C)=O